1-(6-n-Butoxynaphthalene-2-yl)tetrahydrothiophenium perfluoro-n-octanesulfonate FC(C(C(C(C(C(C(C(F)(F)F)(F)F)(F)F)(F)F)(F)F)(F)F)(F)F)(S(=O)(=O)[O-])F.C(CCC)OC=1C=C2C=CC(=CC2=CC1)[S+]1CCCC1